COCC1COC(OC1)(C)C 5-(methoxymethyl)-2,2-dimethyl-1,3-dioxane